FC=1C=C(C=C(C1)F)C1=NO[C@](C1)(C(=O)N[C@@H]1C[C@@H](OC1)C(=O)OC)C=C Methyl (2r,4r)-4-[[(5S)-3-(3,5-difluorophenyl)-5-vinyl-4H-isoxazole-5-carbonyl] amino]-tetrahydrofuran-2-carboxylate